3H-pyrido[2,3-d]pyrimidin-4-one N1=CNC(C2=C1N=CC=C2)=O